O[C@@H]1[C@H](N(C1)C1=NC=C(C(=C1)NC(C1=NC(=CC=C1)C=1C=NN(C1)C)=O)C(F)(F)F)C N-(2-((2R,3S)-3-hydroxy-2-methylazetidin-1-yl)-5-(trifluoromethyl)pyridin-4-yl)-6-(1-methyl-1H-pyrazol-4-yl)picolinamide